FC=1C=C(C=C(C1OCCCC(=O)O)F)C1=CC(=CC=C1)OCCC 4-(3,5-difluoro-3'-propoxy-biphenyl-4-yloxy)-butyric acid